C[Si](C1=CC=C(C=C1)C1=CC=C(C=C1)C1=CC=CC2=CC=CC=C12)(C)C trimethyl-(4'-naphthalen-1-yl-biphenyl-4-yl)-silane